CN(C)[W]N(C)C bis(dimethylamino)tungsten